NC1=NC(=C(C(=N1)N[C@@H](CC)C=1N(S(C2=C(C1)C=CC=C2C#CCOCCOCCOC)(O)O)C2=CC=CC=C2)C#N)C (S)-2-amino-4-((1-(8-(3-(2-(2-methoxyethoxy)ethoxy)prop-1-yn-1-yl)-1,1-dihydroxy-2-phenyl-2H-benzo[e][1,2]thiazin-3-yl)propyl)amino)-6-methylpyrimidine-5-carbonitrile